C(CCC)N=CC1=C(C=CC(=C1)[Si](C)(C)C)O 2-(butylimino)methyl-4-trimethylsilylphenol